FC=1C=CC(=C(C1)N\N=C(\C(=O)OCC)/C)C ethyl (2E)-2-[2-(5-fluoro-2-methylphenyl) hydrazin-1-ylidene]propanoate